C(C1=CC=CC=C1)C1=NN(C(C2=CC=CC=C12)=O)NC(CC1(CCCC1)C(F)(F)F)=O N-(4-benzyl-1-oxophthalazin-2(1H)-yl)-2-[1-(trifluoromethyl)cyclopentyl]acetamide